COC=O.ClC1=CC=C(CC2C(C(CC2)(C)C)=O)C=C1 1-(4-chlorobenzyl)-3,3-dimethyl-2-oxocyclopentane methyl-formate